(E)-N-(3-((tert-butyldimethylsilyl)oxy)propyl)-2,2-difluoroethane-1-imine [Si](C)(C)(C(C)(C)C)OCCC/N=C/C(F)F